[4-[5-Ethoxy-3-(trifluoromethyl)pyrazol-1-yl]phenyl]methanol C(C)OC1=CC(=NN1C1=CC=C(C=C1)CO)C(F)(F)F